C(C1=CC=CC=C1)NC(=O)N([C@@H]1CC[C@H](CC1)NC(OC(C)(C)C)=O)C1=CC=C(C=C1)C1=CN(C(C=C1)=O)C tert-butyl (trans-4-((benzylcarbamoyl) (4-(1-methyl-6-oxo-1,6-dihydropyridin-3-yl)phenyl)amino)cyclohexyl)carbamate